N[C@@H](CC1=CC(=CC(=C1)F)F)C1=NC2=CC(=CC=C2C(N1C=1C=CC(=C2C(=NN(C12)CC(F)F)NS(=O)(=O)C1CC1)Cl)=O)C1=C(C=CC=C1)F (S)-N-(7-(2-(1-amino-2-(3,5-difluorophenyl)ethyl)-7-(2-fluorophenyl)-4-oxoquinazolin-3(4H)-yl)-4-chloro-1-(2,2-difluoroethyl)-1H-indazol-3-yl)cyclopropanesulfonamide